NC1=NC=CC(=C1C#CCO)OC1=C(C=C(C=C1)NC(=O)C=1C=NN(C1C(F)(F)F)C1=CC=CC=C1)F N-(4-((2-amino-3-(3-hydroxyprop-1-yn-1-yl)pyridin-4-yl)oxy)-3-fluorophenyl)-1-phenyl-5-(trifluoromethyl)-1H-pyrazole-4-carboxamide